(1R,3r)-1-methyl-3-(3-(6-(1-methyl-1H-pyrazol-4-yl)pyrrolo[1,2-b]pyridazin-4-yl)-3,8-diazabicyclo[3.2.1]oct-8-yl)cyclobutane-1-carbonitrile CC1(CC(C1)N1[C@H]2CN(CC1CC2)C=2C=1N(N=CC2)C=C(C1)C=1C=NN(C1)C)C#N